ClC1=CC2=C(CCC3=C(N2CCCCNC/C=C/C(=O)OCC)C=CC(=C3)OCCOC)C=C1 Ethyl (E)-4-{4-[7-Chloro-2-(2-methoxy-ethoxy)-10,11-dihydro-5H-dibenzo[b,f]azepin-5-yl]-butylamino}-but-2-enoate